2-[4-(5-chloro-3-methylbenzo[b]thiophene-2-sulfonylamino)-3-methylsulfonylphenyl]oxazole-4-carboxylic acid ClC1=CC2=C(SC(=C2C)S(=O)(=O)NC2=C(C=C(C=C2)C=2OC=C(N2)C(=O)O)S(=O)(=O)C)C=C1